CN(CCCC(=O)NCCC)C 3-(4-(dimethylamino)butyrylamino)propane